2-(2,6-Dioxopiperidin-3-yl)-5-(3-((4-(hydroxymethyl)piperidin-1-yl)methyl)pyrrolidin-1-yl)isoindoline-1,3-dione O=C1NC(CCC1N1C(C2=CC=C(C=C2C1=O)N1CC(CC1)CN1CCC(CC1)CO)=O)=O